(E)-2-(3-(2-(2-methylbiphenyl-3-yl)vinyl)-4-methylbenzylamino)-3-hydroxy-2-methylpropanoic acid CC1=C(C=CC=C1/C=C/C=1C=C(CNC(C(=O)O)(CO)C)C=CC1C)C1=CC=CC=C1